C12COCOCC2O1 3,5,8-trioxabicyclo[5.1.0]octane